1-(4-(6-bromo-1-(5-methyl-1,3,4-thiadiazol-2-yl)-1H-indazol-4-yl)piperazin-1-yl)-2-methylpropan-1-one BrC1=CC(=C2C=NN(C2=C1)C=1SC(=NN1)C)N1CCN(CC1)C(C(C)C)=O